FC(C=1C(=CNC(C1)=O)C(=O)NC=1C(=CC(=C(C1)C1=CCCN(C1)C(=O)O)F)N1C[C@H](N(CC1)C)C)F 5-[5-[[4-(difluoromethyl)-6-oxo-1H-pyridine-3-carbonyl]amino]-2-fluoro-4-[(3R)-3,4-dimethylpiperazin-1-yl]phenyl]-3,6-dihydro-2H-pyridine-1-carboxylic acid